4-amino-7-chloro-2-oxo-1-phenyl-1,2-dihydroquinoline-3-carboxamide NC1=C(C(N(C2=CC(=CC=C12)Cl)C1=CC=CC=C1)=O)C(=O)N